monomethyl 2,6-pyridinedicarboxylate N1=C(C=CC=C1C(=O)[O-])C(=O)OC